ClC1=C2C(=C(N(C2=CC=C1F)S(=O)(=O)C1=CC=C(C)C=C1)C(=O)OCC)F ethyl 4-chloro-3,5-difluoro-1-tosyl-1H-indole-2-carboxylate